CC(CO)CCCCCCCCCCC 2-methyl-1-tridecyl alcohol